IC1=NNC2=C(C=C(C=C12)C(F)(F)F)C(=O)N[C@@H](C)C=1N(N=CN1)C1=NC=CC=N1 3-iodo-N-[(1S)-1-(2-pyrimidin-2-yl-1,2,4-triazol-3-yl)ethyl]-5-(trifluoromethyl)-1H-indazole-7-carboxamide